4-(2-(4-methoxy-3-propoxyphenyl)-6-methylpyridin-4-yl)-1,2-oxaborolan-2-ol COC1=C(C=C(C=C1)C1=NC(=CC(=C1)C1CB(OC1)O)C)OCCC